O=C(CCCCNC(OC(C)(C)C)=O)NC1=CC=CC=C1 tert-butyl (5-oxo-5-(phenylamino)pentyl)carbamate